C(C)(C)(C)OC(=O)N1C[C@H]2C([C@H]2C1)(C)CO (1R,5S,6r)-6-(hydroxymethyl)-6-methyl-3-azabicyclo[3.1.0]Hexane-3-carboxylic acid tert-butyl ester